(5-((1-methyl-1H-[1,2,3]triazolo[4,5-c]pyridin-6-yl)ethynyl)-8-(methylamino)-2,7-naphthyridin-3-yl)cyclopropanecarboxamide CN1N=NC=2C=NC(=CC21)C#CC2=C1C=C(N=CC1=C(N=C2)NC)C2(CC2)C(=O)N